O=C1C=2C=CC=C(C2CCC1)C1=CC=C(C(=O)OC)C=C1 methyl 4-(5-oxo-5,6,7,8-tetrahydronaphthalen-1-yl)benzoate